FC(SC=1NC2=CC=C(C=C2C1CCNC(C)=O)OC)([2H])F N-(2-(2-((difluoromethyl-d)thio)-5-methoxy-1H-indol-3-yl)ethyl)acetamide